(R)-1-(4-chloro-2-fluorophenyl)ethane-1-amine ClC1=CC(=C(C=C1)[C@@H](C)N)F